O[C@H]1CC2=CCCN2C1 (2s,7ar)-2-hydroxytetrahydro-1H-pyrrolizine